acetyl azide, trisodium salt [Na].[Na].[Na].C(C)(=O)N=[N+]=[N-]